N-[3-(2-chloroquinazolin-7-yl)phenyl]prop-2-enamide ClC1=NC2=CC(=CC=C2C=N1)C=1C=C(C=CC1)NC(C=C)=O